C(CC)OC(CCCCCCC\C=C/CCCCCCCC)=O.C(CCC(=O)O)(=O)O succinic acid monopropyl-oleate